1-(4-chloro-2-fluoro-5-(2-(methylamino)-8,9-dihydroimidazo[1',2':1,6]pyrido[2,3-d]pyrimidin-6-yl)phenyl)-3-(2-hydroxy-3,3-dimethylbutyl)urea hydrochloride Cl.ClC1=CC(=C(C=C1C1=CC2=C(N=C(N=C2)NC)N2C1=NCC2)NC(=O)NCC(C(C)(C)C)O)F